3-chloro-N-[(1R)-1-(3,5-difluorophenyl)ethyl]-6-[6-(dimethylphosphoryl)pyridin-3-yl]-7-fluoro-2-methylquinolin-4-amine ClC=1C(=NC2=CC(=C(C=C2C1N[C@H](C)C1=CC(=CC(=C1)F)F)C=1C=NC(=CC1)P(=O)(C)C)F)C